(3-Fluoropyridin-2-yl)methanesulfonamide FC=1C(=NC=CC1)CS(=O)(=O)N